5-[2-(3,3-difluoroazetidin-1-yl)ethyl]-1-[(4-methoxyphenyl)methyl]-4-(trifluoromethyl)pyridin-2-one FC1(CN(C1)CCC=1C(=CC(N(C1)CC1=CC=C(C=C1)OC)=O)C(F)(F)F)F